C(#N)C1N(CC2=CC(=CC=C12)S(=O)(=O)C)C(=O)OC(C)(C)C tert-Butyl 1-cyano-5-(methylsulfonyl)isoindoline-2-carboxylate